N1C=C(C2=CC=CC=C12)C(C(C)C)=O 1-(1H-indol-3-yl)-2-methyl-propan-1-one